Benzyl ((3S,4R)-1-(4-(2-(3-amino-6-methylthieno[2,3-b]pyridine-2-carboxamido)ethyl)-2,5-difluorophenyl)-4-fluoropyrrolidin-3-yl)(methyl)carbamate NC1=C(SC2=NC(=CC=C21)C)C(=O)NCCC2=CC(=C(C=C2F)N2C[C@@H]([C@@H](C2)F)N(C(OCC2=CC=CC=C2)=O)C)F